FC1=C(C(=CC=C1)F)Cl 1,3-difluoro-2-chlorobenzene